O[C@H](CCCCC(C(=O)OCC)(C)C)[C@@H](CCCCCC(C(=O)OCC)(C)C)O diethyl (7R,8R)-7,8-dihydroxy-2,2,14,14-tetramethylpentadecanedioate